(2-(3-(benzyloxy)propoxy)ethoxy)ethanol C(C1=CC=CC=C1)OCCCOCCOC(C)O